((4-((E)-3-(((5S,8S,10aR)-3-acetyl-8-(methyl(phenyl)carbamoyl)-6-oxodecahydro-pyrrolo[1,2-a][1,5]diazocin-5-yl)amino)-3-oxoprop-1-en-1-yl)phenyl)difluoromethyl)phosphonic acid C(C)(=O)N1CC[C@@H]2N(C([C@H](C1)NC(/C=C/C1=CC=C(C=C1)C(F)(F)P(O)(O)=O)=O)=O)[C@@H](CC2)C(N(C2=CC=CC=C2)C)=O